(5-(4-(4-cyanophenyl)azepane-1-carbonyl)-2-methylphenyl)-6-(isopropylamino)nicotinamide tert-butyl-N-[1-[3-(2,6-dibenzyloxy-3-pyridyl)-1-methyl-indazol-6-yl]azetidin-3-yl]carbamate C(C)(C)(C)OC(NC1CN(C1)C1=CC=C2C(=NN(C2=C1)C)C=1C(=NC(=CC1)OCC1=CC=CC=C1)OCC1=CC=CC=C1)=O.C(#N)C1=CC=C(C=C1)C1CCN(CCC1)C(=O)C=1C=CC(=C(C1)C1=C(C(=O)N)C=CC(=N1)NC(C)C)C